calcium carbonate, sodium salt [Na+].C([O-])([O-])=O.[Ca+2]